pyridin-4-yl-amino-N-(1-(trifluoromethyl)cyclopropyl)-2,6-naphthyridin-1-amine N1=CC=C(C=C1)C1=C(N=C(C2=CC=NC=C12)NC1(CC1)C(F)(F)F)N